ClC=1C=C(C=C(C1)C(F)(F)F)N1CCNCC1 1-[3-chloro-5-(trifluoromethyl)phenyl]piperazine